N1(C=NC=C1)C1=CC=C(CN)C=C1 4-(1-imidazolyl)benzyl-amine